methyl 2-[[(2S)-3-cyclopropyl-2-(1H-indole-2-carbonylamino)propanoyl]amino]-3-(2-pyridyl)butanoate C1(CC1)C[C@@H](C(=O)NC(C(=O)OC)C(C)C1=NC=CC=C1)NC(=O)C=1NC2=CC=CC=C2C1